COC1=CC=C(C=C1)N1N=NC=C1 N-(4-methoxyphenyl)triazole